ortho-divinyl-pyridine tert-butyl-(((1r*,4r*)-1-cyano-4-(methylsulfonyl)cyclohexyl)methyl)carbamate C(C)(C)(C)N(C(O)=O)CC1(CCC(CC1)S(=O)(=O)C)C#N.C(=C)N1C(C=CC=C1)C=C